ditetradecyl-(2-hydroxyacetyl)-L-glutamic acid C(CCCCCCCCCCCCC)[C@](N(C(CO)=O)CCCCCCCCCCCCCC)(CCC(=O)O)C(=O)O